1-(4-fluoro-2-hydroxyphenyl)ethanone FC1=CC(=C(C=C1)C(C)=O)O